2-((4-Chloro-2-methylpyrimidin-5-yl)oxy)-N-ethyl-5-fluoro-N-isopropylbenzamide ClC1=NC(=NC=C1OC1=C(C(=O)N(C(C)C)CC)C=C(C=C1)F)C